OC[C@]1([C@@H](O)[C@H](O)[C@H](O1)CO)N[C@@H](CO)C(=O)O α-fructosylserine